FC(C1=NN(N=C1)CC1CC2(CN(C2)C(=O)N2C[C@@H]3[C@@H](OCC(N3)=O)CC2)C1)(F)F (4aR,8aS)-6-[6-[[4-(trifluoromethyl)triazol-2-yl]methyl]-2-azaspiro[3.3]heptane-2-carbonyl]-4,4a,5,7,8,8a-hexahydropyrido[4,3-b][1,4]oxazin-3-one